3-(4-(2,8-diphenylimidazo[1,2-a]pyridin-6-yl)phenyl)-N,N-dimethylacrylamide C1(=CC=CC=C1)C=1N=C2N(C=C(C=C2C2=CC=CC=C2)C2=CC=C(C=C2)C=CC(=O)N(C)C)C1